bismuth lithium salt [Li].[Bi]